ClC1=CC(=C(C=C1)C1=NC(=NC2=C1N=C(N(C2=O)C)C)N2CC(CC2)C2=NC(=NO2)C)F 8-(4-chloro-2-fluoro-phenyl)-2,3-dimethyl-6-[3-(3-methyl-1,2,4-oxadiazol-5-yl)pyrrolidino]pyrimido[5,4-d]pyrimidin-4-one